O1C(CCCC1)N1N=CC=C1C1=CC=C(C=N1)OCCC1=C(C=CC=C1)/C=C/C(=O)OCC1=CC=CC=C1 (phenylmethyl) (E)-3-[2-[2-[[6-[2-(2-oxanyl)-3-pyrazolyl]-3-pyridinyl]oxy]ethyl]phenyl]-2-propenoate